NC=1N=C(SC1C(=O)C1=CC(=NO1)C(=O)NC1C(CCC1)(C)C)N(C1=CC=C(C=C1)F)C(C(=O)N)C 5-[4-Amino-2-(N-(2-amino-1-methyl-2-oxoethyl)-4-fluoroanilino)thiazol-5-carbonyl]-N-(2,2-dimethylcyclopentyl)isoxazol-3-carboxamid